BrC1=NN(N=C1)CCNC(=O)[C@H]1N(C[C@@H](C1)O)C([C@H](C(C)(C)C)N1N=NC(=C1)C1CC1)=O (2S,4r)-N-[2-(4-bromotriazol-2-yl)ethyl]-1-[(2S)-2-(4-cyclopropyltriazol-1-yl)-3,3-dimethyl-butyryl]-4-hydroxy-pyrrolidine-2-carboxamide